CC=1OC(=CC1C(=O)NC1=NC(=NS1)CC(C)=O)C=1C=NC=CC1 2-methyl-N-(3-(2-oxopropyl)-1,2,4-thiadiazol-5-yl)-5-(pyridin-3-yl)furan-3-carboxamide